CC1=C(C2=C(N=C(N=C2)SC)N(C1=O)C1=CC=CC=C1)C#C[Si](C(C)C)(C(C)C)C(C)C 6-Methyl-2-(methylsulfanyl)-8-phenyl-5-[2-(triisopropylsilyl)ethynyl]pyrido[2,3-d]pyrimidin-7-one